(6R,7S)-6-((S)-5H-Imidazo[5,1-a]isoindol-5-yl)-3-methyl-6,7-dihydro-5H-cyclopenta[c]pyridin-7-ol C=1N=CN2C1C1=CC=CC=C1[C@@H]2[C@H]2CC1=C(C=NC(=C1)C)[C@H]2O